7-Bromo-1-methyl-2-oxo-4-{4-[5-(prop-2-yl)-1,3-benzoxazol-2-yl]piperidin-1-yl}-1,2-dihydroquinoline-3-carbonitrile BrC1=CC=C2C(=C(C(N(C2=C1)C)=O)C#N)N1CCC(CC1)C=1OC2=C(N1)C=C(C=C2)C(C)C